7-((6-fluoropyridin-2-yl)oxy)-3-(2-hydroxyethyl)-5-methyl-3,5-dihydro-4H-pyridazino[4,5-b]indol-4-one FC1=CC=CC(=N1)OC=1C=CC=2C3=C(N(C2C1)C)C(N(N=C3)CCO)=O